4-(4-bromophenyl)-1-(3-fluorophenyl)-2-((4-(3-(trifluoromethyl)-3H-diazirin-3-yl)benzyl)thio)-1H-imidazole BrC1=CC=C(C=C1)C=1N=C(N(C1)C1=CC(=CC=C1)F)SCC1=CC=C(C=C1)C1(N=N1)C(F)(F)F